NC=1C(=NC(=CN1)C1=C(C=C(C=C1)NC([C@H](O)C1=CC(=CC(=C1)F)F)=O)Cl)C(=O)NC1COC1 (R)-3-amino-6-(2-chloro-4-(2-(3,5-difluorophenyl)-2-hydroxyacetamido)phenyl)-N-(oxetan-3-yl)pyrazine-2-carboxamide